3-((3-bromophenyl)(cyclopropyl)methyl)-4-methyl-4H-1,2,4-triazole BrC=1C=C(C=CC1)C(C1=NN=CN1C)C1CC1